2-(1H-indol-3-yl)-2-oxo-acetyl chloride N1C=C(C2=CC=CC=C12)C(C(=O)Cl)=O